NC1=C(C=NC=C1)OC[C@@H](C(=O)O)NC(=O)OC(C)(C)C (S)-3-((4-aminopyridin-3-yl)oxy)-2-((tert-butoxycarbonyl)amino)propanoic acid